tert-butyl 4-[6-[8-(2-amino-2-oxo-ethyl)-2-methyl-imidazo[1,2-b]pyridazin-6-yl]-1-oxo-2-isoquinolyl]piperidine-1-carboxylate NC(CC=1C=2N(N=C(C1)C=1C=C3C=CN(C(C3=CC1)=O)C1CCN(CC1)C(=O)OC(C)(C)C)C=C(N2)C)=O